ClC=1C=C2C=C(N(C2=CC1C1=NOC(=C1)[Si](C)(C)C)S(=O)(=O)C1=CC=CC=C1)CCC(=O)N ((5-chloro-1-(phenylsulfonyl)-6-(5-(trimethylsilyl)isoxazol-3-yl)-1H-indol-2-yl)methyl)acetamide